NC=1NC(C=2N=CN(C2N1)CC(=O)N([C@H](CO)C(=O)O)CCN)=O N-(2-(2-amino-6-oxo-1,6-dihydro-9H-purin-9-yl)acetyl)-N-(2-aminoethyl)-D-serine